1-dimethylethoxysilyl-8-bis(4-methylpiperazin-1-yl)methylsilyloctane C[Si](CCCCCCCC[SiH2]C(N1CCN(CC1)C)N1CCN(CC1)C)(OCC)C